FC=1C=C(OC2=C(N=NN2)C(=O)O)C=C(C1C#CC1=CC=CC=C1)S(=O)(=O)C 5-(3-fluoro-5-(methylsulfonyl)-4-(phenylethynyl)phenoxy)-1H-1,2,3-triazole-4-carboxylic acid